propan-2-yl (S)-1-(4-fluorophenyl)-3,4-dihydroisoquinoline-2(1H)-carboxylate FC1=CC=C(C=C1)[C@@H]1N(CCC2=CC=CC=C12)C(=O)OC(C)C